OC(CNC(CCCCCCCCCCC)=O)C N-(2-hydroxypropyl)dodecanamide